ClC1=CC=C2C(=N1)C(CC2)NC 2-chloro-N-methyl-6,7-dihydro-5H-cyclopenta[b]pyridin-7-amine